C(#N)[C@H]1N(CSC1)C(CNC(=O)C1=CC=NC2=CC=C(C=C12)N1C(CC1)(C)C)=O (R)-N-(2-(4-cyanothiazolidin-3-yl)-2-oxoethyl)-6-(2,2-dimethyl-azetidin-1-yl)-quinoline-4-carboxamide